C1(=CC=CC=C1)SCCCC(=O)[O-] 4-(phenylthio)butanoate